C1(CCCCCC1)[C@@H](C(NC1=NC=C(C=C1)C1=C(C(=NN1C)C)C)=O)NC(=O)C1=CC=NN1C (S)-N-(1-cycloheptyl-2-oxo-2-((5-(1,3,4-trimethyl-1H-pyrazol-5-yl)pyridin-2-yl)amino)ethyl)-1-methyl-1H-pyrazole-5-carboxamide